5-methyl-2'-(methylthio)-2,5'-bipyrimidine CC=1C=NC(=NC1)C=1C=NC(=NC1)SC